P(OC1=C(C(=C(C(=C1)C1=CC=C(C=C1)C(C)(C)CC)C(C)(C)CC)C1=CC=C(C=C1)C(C)(C)CC)C(C)(C)CC)([O-])[O-] bis(4-tert-pentylphenyl)-2,4-di-tert-pentylphenyl phosphite